ClC1=C(C(=O)N2CCC3(CC2)C(NC2=CC=C(C=C23)C(=O)O)=O)C=CC=C1 1'-(2-chlorobenzoyl)-2-oxospiro[indoline-3,4'-piperidine]-5-carboxylic acid